O=C1C=2C(=CNC2C(C=C1)=O)C1=C(C=CC=C1)NC(C1=CC=C(C=C1)OCCN1CCCCC1)=O N-(2-(4,7-dioxo-4,7-dihydro-1H-indol-3-yl)phenyl)-4-(2-(piperidin-1-yl)ethoxy)benzamide